O1COC2=C1C=CC(=C2)[C@@H]2C=1NC3=CC=CC=C3C1C[C@@H]1C(N(CC(N21)=O)C)=O (2R,8R)-2-(2H-1,3-benzodioxol-5-yl)-6-methyl-3,6,17-triazatetracyclo[8.7.0.03,8.011,16]heptadeca-1(10),11,13,15-tetraene-4,7-dione